methyl (S)-4-(2-(2,2,7-trifluoro-3-oxo-6-(perfluorophenyl)-2,3-dihydro-4H-benzo[b][1,4]oxazin-4-yl)acetyl)morpholine-3-carboxylate FC1(C(N(C2=C(O1)C=C(C(=C2)C2=C(C(=C(C(=C2F)F)F)F)F)F)CC(=O)N2[C@@H](COCC2)C(=O)OC)=O)F